(R)-N-(4-(3-((5-bromopyrimidin-2-yl)amino)pyrrolidin-1-yl)-2-methylquinazolin-7-yl)-N-methylacrylamide BrC=1C=NC(=NC1)N[C@H]1CN(CC1)C1=NC(=NC2=CC(=CC=C12)N(C(C=C)=O)C)C